CS(=O)(=O)C1C[C@H](CCC1)CC(=O)N ((R)-3-(methylsulfonyl)cyclohexyl)acetamide